(3S*,3aR*,6S*,7R*,7aR*)-N-benzyl-1-(3-chlorobenzyl)-7-isobutyl-4-oxooctahydro-6H-3,6-methanopyrrolo[3,2-c]pyridine-6-carboxamide C(C1=CC=CC=C1)NC(=O)[C@]12[C@@H]([C@@H]3[C@H](C(N1)=O)[C@@H](CN3CC3=CC(=CC=C3)Cl)C2)CC(C)C |o1:10,11,12,13,17|